N-[(5-methyl-1,3-thiazol-4-yl)methyl]-5-(1,3-Oxazol-2-yl)pyrazine-2-carboxamide CC1=C(N=CS1)CNC(=O)C1=NC=C(N=C1)C=1OC=CN1